NC=1C=2N(C=CN1)C(=NC2C2=C(C=C(C(=O)NC1=NC=CC(=C1)C#N)C=C2F)OCC)C2CN1C(CC3(C1CC2)CC3)=O 4-[8-amino-3-(3'-oxohexahydro-5'H-spiro[cyclopropane-1,1'-indolizin]-6'-yl)imidazo[1,5-a]pyrazin-1-yl]-N-(4-cyanopyridin-2-yl)-3-ethoxy-5-fluorobenzamide